4-ethynyl-N-(2-(piperidin-1-yl)ethyl)benzamide C(#C)C1=CC=C(C(=O)NCCN2CCCCC2)C=C1